(R,E)-3-(4-fluorophenyl)-N-(1-(4-fluorophenyl)ethyl)-N-(2-(pyrrolidin-1-yl)ethyl)-3-(4-(trifluoromethyl)phenyl)prop-2-en-1-amine FC1=CC=C(C=C1)/C(=C/CN(CCN1CCCC1)[C@H](C)C1=CC=C(C=C1)F)/C1=CC=C(C=C1)C(F)(F)F